C=C(C(=O)O)CC(OC1(CCC1)C1=NC=C(C=N1)C(F)(F)F)=O 2-methylene-4-oxo-4-(1-(5-(trifluoromethyl)pyrimidin-2-yl)cyclobutoxy)butanoic acid